COC(=O)C1(CC(=NO1)CNC(=O)C1=CC=NN1C(C)C)CC1=CC=CC=C1.C1(=CC=CC2=C1C1=C3C=CC=CC3=CC=C1C=1C=CC=CC21)C2=C(C=CC=C2)C2=C(C=CC1=CC=CC=C21)C2=C(C=CC=1C3=CC=CC=C3C=CC21)[Si](C)(C)C(C)(C)C (benzochrysenyl){[(tertbutyldimethylsilyl)phenanthrenyl]naphthaleneyl}benzene methyl-5-benzyl-3-((1-isopropyl-1H-pyrazole-5-carboxamido)methyl)-4,5-dihydroisoxazole-5-carboxylate